[C@H](C)(CC)[C@@H]1N(CC2=C(NC1=O)C=CC=C2)CCC(=O)NC 3-((S)-3-((S)-sec-butyl)-2-oxo-1,2,3,5-tetrahydro-4H-benzo[e][1,4]diazepin-4-yl)-N-methylpropanamide